1,5-cyclododecanediol C1(CCCC(CCCCCCC1)O)O